O(I)I.[Hf] Hafnium oxyiodide